2,3-dimethylnaphthalene-dithiol CC1(C(C2=CC=CC=C2C=C1C)S)S